2-(4-oxo-1-(4-(tri-fluoromethyl)phenyl)-1,4-dihydroquinazolin-3(2H)-yl)acetic acid O=C1N(CN(C2=CC=CC=C12)C1=CC=C(C=C1)C(F)(F)F)CC(=O)O